C1(=CC=CC=C1)C1=NC(=NC(=N1)C1=CC=CC=C1)C1=CC=C(C=C1)C1=CC=C(C=C1)C1=NC(=NC(=N1)C1=CC=CC=C1)C1=CC=CC=C1 4,4'-Bis(4,6-diphenyl-1,3,5-triazin-2-yl)biphenyl